COC1=CC=C2CCN(C2=C1)CCN(C([2H])([2H])[2H])C([2H])([2H])[2H] 2-(6-Methoxyindolin-1-yl)-N,N-bis(methyl-d3)ethan-1-amine